OCC1(COC1)[C@H]1CC[C@H]2[C@@H]3CC[C@@H]4C[C@@](CC[C@@H]4[C@H]3CC[C@]12C)(O)C (3R,5R,8R,9R,10S,13S,14S,17S)-17-[3-(hydroxymethyl)oxetan-3-yl]-3,13-dimethyl-2,4,5,6,7,8,9,10,11,12,14,15,16,17-tetradecahydro-1H-cyclopenta[a]phenanthren-3-ol